N[C@H](C(=O)N1[C@@H](C[C@H](C1)O)C(=O)N[C@@H](COC)C1=CC=C(C=C1)C#C)C(C)(C)C (2S,4R)-1-((S)-2-amino-3,3-dimethylbutanoyl)-N-((R)-1-(4-ethynylphenyl)-2-methoxyethyl)-4-hydroxypyrrolidine-2-carboxamide